5-(tert-butoxy)-4-(3-(1,5-di-tert-butoxy-1,5-dioxopentan-2-yl)ureido)-5-oxopentanoic acid C(C)(C)(C)OC(C(CCC(=O)O)NC(=O)NC(C(=O)OC(C)(C)C)CCC(=O)OC(C)(C)C)=O